6-chloro-9-methacryloyloxy-10-phenoxy-1,2,3,4-tetrahydroanthracene ClC=1C=C2C(=C3CCCCC3=C(C2=CC1)OC(C(=C)C)=O)OC1=CC=CC=C1